8-(pivaloyloxy)nonanal C(C(C)(C)C)(=O)OC(CCCCCCC=O)C